2-[2-(methoxymethoxy)-4,6-dimethylphenyl]-4,4,5,5-tetramethyl-1,3,2-dioxaborolane COCOC1=C(C(=CC(=C1)C)C)B1OC(C(O1)(C)C)(C)C